N-((1r,4r)-4-(3-chloro-4-cyanophenoxy)cyclohexyl)-6-(4-((2-(2,6-dioxopiperidin-3-yl)-6-fluoro-1,3-dioxoisoindolin-5-yl)methyl)piperazin-1-yl)pyridazine-3-carboxamide ClC=1C=C(OC2CCC(CC2)NC(=O)C=2N=NC(=CC2)N2CCN(CC2)CC=2C=C3C(N(C(C3=CC2F)=O)C2C(NC(CC2)=O)=O)=O)C=CC1C#N